6-Chloro-3-((1-cinnamoyl-4-hydroxypiperidin-4-yl)methyl)-7-(4-((3r,6s)-6-methylmorpholin-3-yl)phenyl)-3,7-dihydro-4H-pyrrolo[2,3-d]pyrimidin-4-one ClC1=CC2=C(N=CN(C2=O)CC2(CCN(CC2)C(C=CC2=CC=CC=C2)=O)O)N1C1=CC=C(C=C1)[C@H]1NC[C@@H](OC1)C